FC1=C(C(=C(C(=C1[B-](C1=C(C(=C(C(=C1F)F)F)F)F)(C1=C(C(=C(C(=C1F)F)F)F)F)C1=C(C(=C(C(=C1F)F)F)F)F)F)F)F)F.C(CCCCCCCCCCCCCCC)[NH+](C1=CC=C(C=C1)C)CCCCCCCCCCCCCCCC N,N-dihexadecyl-4-methylanilinium tetrakis(pentafluorophenyl)borate